C(C)(C)(C)OC(NCC[C@@]1(C=C[C@H](C1)N1C(=CC=C1C)C)C(=O)N1CC=2C=C(C=NC2CC1)C(F)(F)F)=O (2-((1R,4S)-4-(2,5-dimethyl-1H-pyrrol-1-yl)-1-(3-(trifluoromethyl)-5,6,7,8-tetrahydro-1,6-naphthyridine-6-carbonyl)cyclopent-2-en-1-yl)ethyl)carbamic acid tert-butyl ester